COC=1C=C(CN2C(C3=CC=C(C=C3C=C2)C=2C(=NNC2)C(F)(F)F)=O)C=CC1 2-(3-Methoxybenzyl)-6-(3-(trifluoromethyl)-1H-pyrazol-4-yl)isoquinolin-1(2H)-one